4-(1-piperazinyl)thiophene N1(CCNCC1)C=1C=CSC1